methyl-4-[3-[(2S)-2-[(tert-butoxycarbonyl)amino]-4-carbamoylbutoxy]-2-chlorophenyl]butanoic acid CC(C(=O)O)CCC1=C(C(=CC=C1)OC[C@H](CCC(N)=O)NC(=O)OC(C)(C)C)Cl